C[C@@H]1O[C@@H](CN(C1)C=1C=CC(=NC1)C=1C=NC(=CC1NC1=NC(=CC(=C1)OC)S(=O)(=O)C)NC(C)=O)C N-(5-(cis-2,6-dimethylmorpholino)-4'-((4-methoxy-6-(methylsulfonyl)pyridin-2-yl)amino)-[2,3'-bipyridin]-6'-yl)acetamide